2-((furan-2-ylmethyl)thio)acetic acid O1C(=CC=C1)CSCC(=O)O